4-(6-(4-ethynylpiperidin-1-yl)pyridin-3-yl)-6-(1-methyl-1H-pyrazol-4-yl)pyrazolo[1,5-a]pyridine-3-carbonitrile C(#C)C1CCN(CC1)C1=CC=C(C=N1)C=1C=2N(C=C(C1)C=1C=NN(C1)C)N=CC2C#N